NC1=C(C=C(C=C1C1=CC=C(C=C1)C(=O)O)C1=CC=C(C=C1)C(=O)O)C1=CC=C(C=C1)C(=O)O 2'-amino-5'-(4-carboxyphenyl)-[1,1':3',1''-terphenyl]-4,4''-dicarboxylic acid